O1C=C(C2=C1C=CC=C2)C[C@H](NC(C(NC2=CC=CC=1OCCOC12)=O)=O)B(O)O (R)-(2-(benzofuran-3-yl)-1-(2-oxo-2-((2,3-dihydrobenzo[b][1,4]dioxin-5-yl)amino)acetamido)ethyl)boronic acid